N=1N(N=C2N=CC=CC21)C2=C(C=C(C=N2)NC(=O)C=2C=NN(C2C(F)(F)F)C2=C1C=CC=NC1=CC=C2)Cl N-(6-(2H-[1,2,3]Triazolo[4,5-b]pyridin-2-yl)-5-chloropyridin-3-yl)-1-(chinolin-5-yl)-5-(trifluoromethyl)-1H-pyrazol-4-carboxamid